C1=C(C=CC2=CC=CC=C12)C=1C2=CC=CC=C2C(=C2C=CC(=CC12)B(O)O)C1=CC2=CC=CC=C2C=C1 9,10-bis(2-naphthyl)anthracene-2-boronic acid